3-[1,3-dioxo-6-(piperazin-1-yl)-1H,2H,3H-pyrrolo[3,4-c]pyridin-2-yl]piperidine-2,6-dione hydrochloride Cl.O=C1N(C(C=2C=NC(=CC21)N2CCNCC2)=O)C2C(NC(CC2)=O)=O